4-(6-(4-(4-fluorophenyl)-1-isopropyl-1H-imidazol-5-yl)quinolin-3-yl)-2-methylbut-3-yn-2-ol FC1=CC=C(C=C1)C=1N=CN(C1C=1C=C2C=C(C=NC2=CC1)C#CC(C)(O)C)C(C)C